methyl 6-morpholino-3-(4,4,5,5-tetramethyl-1,3,2-dioxaborolan-2-yl)picolinate O1CCN(CC1)C1=CC=C(C(=N1)C(=O)OC)B1OC(C(O1)(C)C)(C)C